CC(C(=O)OC=C)(CCCC)C vinyl 2,2-dimethylcaproate